2-(3-phenylprop-1-en-2-yl)anilineid C1(=CC=CC=C1)CC(=C)C1=C([NH-])C=CC=C1